(2S,4S)-7-chloro-N-{3-[2-(4-chloro-3-fluorophenoxy)acetamido]bicyclo[1.1.1]pentan-1-yl}-6-fluoro-4-hydroxy-3,4-dihydro-2H-1-benzopyran-2-carboxamide ClC1=CC2=C([C@H](C[C@H](O2)C(=O)NC23CC(C2)(C3)NC(COC3=CC(=C(C=C3)Cl)F)=O)O)C=C1F